1-[3,5-Bis(trifluoromethyl)phenyl]-4-[(5-nitrofuran-2-yl)methyl]piperazine FC(C=1C=C(C=C(C1)C(F)(F)F)N1CCN(CC1)CC=1OC(=CC1)[N+](=O)[O-])(F)F